N-((3R,4S)-4-((6-(2,6-dichloro-3,5-dimethoxyphenyl)-8-((3-(dimethylamino)propyl)amino)pyrido[3,4-d]pyrimidin-2-yl)amino)tetrahydrofuran-3-yl)acrylamide ClC1=C(C(=C(C=C1OC)OC)Cl)C1=CC2=C(N=C(N=C2)N[C@H]2[C@H](COC2)NC(C=C)=O)C(=N1)NCCCN(C)C